C(C1=CC=CC=C1)O[C@@H]1C[C@H](C1)N1N=C(C=C1C(C)(C)C)N trans-1-(3-(benzyloxy)cyclobutyl)-5-(tert-butyl)-1H-pyrazol-3-amine